Cl.NC(C(=O)N1CCN(CC1)C(=O)NC1=NC(N(C=C1)C1=CC=2CCC(CC2C=C1)N[C@@H]1C[C@@H](CC1)N)=O)(C)C 4-(2-amino-2-methylpropionyl)-N-(1-(6-(((1S,3R)-3-aminocyclopentyl)amino)-5,6,7,8-tetrahydronaphthalen-2-yl)-2-oxo-1,2-dihydropyrimidin-4-yl)piperazine-1-carboxamide hydrochloride